5-(2-methoxyphenyl)-N-(5-(4-(N-methylacetamido)phenyl)thiazolo[5,4-b]pyridin-2-yl)pyridazine-4-carboxamide COC1=C(C=CC=C1)C=1C(=CN=NC1)C(=O)NC=1SC2=NC(=CC=C2N1)C1=CC=C(C=C1)N(C(C)=O)C